C(C)C(C(=O)O)OC ethyl-methoxyacetic acid